4-(1,2-bis(2-chloroacetyl)-1,2,5-triazepan-5-yl)-4-oxobutanoic acid Benzyl-4-(1,2-bis(2-chloroacetyl)-1,2,5-triazepan-5-yl)-4-oxobutanoate C(C1=CC=CC=C1)OC(CCC(=O)N1CCN(N(CC1)C(CCl)=O)C(CCl)=O)=O.ClCC(=O)N1N(CCN(CC1)C(CCC(=O)O)=O)C(CCl)=O